4-(4-(5-(2,6-dimethylphenoxy)-1-methyl-2-oxo-1,2-dihydropyridin-4-yl)-6-methyl-7-oxo-6,7-dihydro-1H-pyrrolo[2,3-c]pyridin-2-yl)benzonitrile CC1=C(OC=2C(=CC(N(C2)C)=O)C=2C3=C(C(N(C2)C)=O)NC(=C3)C3=CC=C(C#N)C=C3)C(=CC=C1)C